3-(methoxymethyl)-1H-pyrazole-4-carboxylic acid ethyl ester C(C)OC(=O)C=1C(=NNC1)COC